3-chloro-5-methyl-pyridin-2-amine ClC=1C(=NC=C(C1)C)N